C(#N)[C@H](CC1=CC=C(C=C1)C=1C=CC2=C(C3(OC2=O)CN(C3)C)C1)NC(=O)[C@H]1OCCCCN(C1)C(=O)OC(C)(C)C tert-butyl (2S)-2-{[(1S)-1-cyano-2-(4-{1-methyl-3'-oxospiro[azetidine-3,1'-[2]benzofuran]-6'-yl} phenyl) ethyl] carbamoyl}-1,4-oxazocane-4-carboxylate